C(C1=CC=CC=C1)C1=CC=CC=C1 p-monobenzyl-benzene